C(C1=CC=CC=C1)N1C=CC2=CC=C(C=C12)C1=NNC(=C1)NC(=O)C1=NC=C(C=C1OC)NC1CCN(CC1)C N-(3-(1-benzyl-1H-indol-6-yl)-1H-pyrazol-5-yl)-3-methoxy-5-((1-methylpiperidin-4-yl)amino)pyridine-2-carboxamide